2-[(1S)-1-aminomethyl]-6-(trifluoromethyl)pyridin-4-amine NCC1=NC(=CC(=C1)N)C(F)(F)F